6-(5-cyclopropyl-1H-pyrazol-3-yl)pyridin-3-amine C1(CC1)C1=CC(=NN1)C1=CC=C(C=N1)N